O1C2=C(OCC1)C=C(C=C2)OC2C(CN(CC2)C(=O)OC(C)(C)C)C tert-Butyl 4-((2,3-dihydrobenzo[b][1,4]dioxin-6-yl)oxy)-3-methylpiperidine-1-carboxylate